methyl-2-(2,2,7-trifluoro-3-oxo-6-(perfluorophenyl)-2,3-dihydro-4H-benzo[b][1,4]oxazin-4-yl)acetamide CC(C(=O)N)N1C2=C(OC(C1=O)(F)F)C=C(C(=C2)C2=C(C(=C(C(=C2F)F)F)F)F)F